C(CCCCCCCCCCCCCCCCCC)C(=O)CCCCCCCCCCCCCCCCCCC di(nonadecyl) ketone